C1(=CC=CC=C1)C1OCC(O1)=C 2-Phenyl-4-Methylen-1,3-Dioxolan